3-(5-(4-(1-(2-(4-(4-amino-5-(4-phenoxyphenyl)-7H-pyrrolo[2,3-d]pyrimidin-7-yl)piperidin-1-yl)ethyl)azetidin-3-yl)piperazin-1-yl)-1-oxoisoindolin-2-yl)piperidine-2,6-dione NC=1C2=C(N=CN1)N(C=C2C2=CC=C(C=C2)OC2=CC=CC=C2)C2CCN(CC2)CCN2CC(C2)N2CCN(CC2)C=2C=C1CN(C(C1=CC2)=O)C2C(NC(CC2)=O)=O